FC1=CC=C(C=C1)N1N=C(C(=C1)C(=O)C1=CC=CC=C1)C(=O)C1=CC=CC=C1 (1-(4-fluorophenyl)-1H-pyrazole-3,4-diyl)bis(phenylmethanone)